N-oleylpalmitic acid amide C(CCCCCCC\C=C/CCCCCCCC)NC(CCCCCCCCCCCCCCC)=O